[Li+].[Si]([O-])([O-])([O-])O.[Co+2] cobalt silicate lithium